6-fluoro-[1,2,4]triazolo[1,5-a]pyridine FC=1C=CC=2N(C1)N=CN2